3-(2-(4-(tert-butyl)phenyl)-1H-indol-1-yl)isobenzofuran-1(3H)-one C(C)(C)(C)C1=CC=C(C=C1)C=1N(C2=CC=CC=C2C1)C1OC(C2=CC=CC=C12)=O